CC=1C2=C(C(=C(N2C)C=C2C=CC(C=C3C=CC(=CC=4C=CC1N4)N3)=N2)C(C)=O)C trimethylacetyl-porphyrin